phenyl-2-methylbenzenesulfonate C1(=CC=CC=C1)OS(=O)(=O)C1=C(C=CC=C1)C